COC1=CC=C2C3=C(NC2=C1)C(=NC=C3)C 7-methoxy-1-methyl-9H-pyrido[3,4-b]indole